N[C@@H]1CN(C[C@@H](C1(F)F)C)C1=C(C=C(C(=N1)NC=1C=C2C=C(C(N(C2=CC1)C)=O)OCC(=O)NC)Cl)C#N 2-[[6-[[6-[(3R,5S)-3-amino-4,4-difluoro-5-methyl-1-piperidyl]-3-chloro-5-cyano-2-pyridyl]amino]-1-methyl-2-oxo-3-quinolyl]oxy]-N-methyl-acetamide